((1R)-1-(2-(3-(3-(2-(2,6-dimethylmorpholino)ethoxy)phenyl)-5-phenyl-1H-pyrazol-1-yl)acetamido)-3-methylbutyl)boronic acid hydrochloride salt Cl.CC1OC(CN(C1)CCOC=1C=C(C=CC1)C1=NN(C(=C1)C1=CC=CC=C1)CC(=O)N[C@@H](CC(C)C)B(O)O)C